C(N)(=O)N1C(C=CC1=O)=O N-carbamyl-maleic acid imide